(E)-N-(3-bromophenyl)-3-fluoro-N-((4-(N'-hydroxycarbamimidoyl)bicyclo[2.2.2]oct-1-yl)methyl)bicyclo[1.1.1]pentane-1-carboxamide BrC=1C=C(C=CC1)N(C(=O)C12CC(C1)(C2)F)CC21CCC(CC2)(CC1)\C(\N)=N/O